COC1=CC2=C(N=C(S2)C2=C3N=CC(=NC3=CC(=C2)C)COC)C(=C1C)C(C(C)(C)C)O 1-(6-methoxy-2-(2-(methoxymethyl)-7-methylquinoxalin-5-yl)-5-methylbenzo[d]thiazol-4-yl)-2,2-dimethylpropan-1-ol